N-((2-(6-((cis)-2,6-dimethylmorpholino)pyridin-2-yl)-1,6-naphthyridin-7-yl)methyl)-3-((2-hydroxyethyl)thio)-4-methylbenzamide C[C@@H]1O[C@@H](CN(C1)C1=CC=CC(=N1)C1=NC2=CC(=NC=C2C=C1)CNC(C1=CC(=C(C=C1)C)SCCO)=O)C